FC1=C(C#N)C=C(C=C1)OCC(C)C 2-fluoro-5-isobutoxybenzonitrile